C(C)[C@]1(C(OCC=2C(N3CC=4C(=NC=5C=C(C(=C6C5C4[C@@H](CC6)C(C(=O)N)CN)C)F)C3=CC21)=O)=O)O ((1S,9S)-9-ethyl-5-fluoro-9-hydroxy-4-methyl-10,13-dioxo-2,3,9,10,13,15-hexahydro-1H,12H-benzo[de]pyrano[3',4':6,7]indolizino[1,2-b]quinolin-1-yl)-3-aminopropionamide